C(CCCCCCCCCCCCCCCCC)OC(CCC1=CC(=C(C(=C1)C(C)(C)C)O)C(C)(C)C)=O Octadecyl-3-(3,5-di-tert-butyl-4-hydroxyphenyl)-propionat